(2R,4S)-1-ethyl-N-((S)-1-oxo-1-((4-(5-(trifluoromethyl)-1,2,4-oxadiazol-3-yl)benzyl)amino)propan-2-yl)-4-phenylpiperidine-2-carboxamide trifluoroacetate salt FC(C(=O)O)(F)F.C(C)N1[C@H](C[C@H](CC1)C1=CC=CC=C1)C(=O)N[C@H](C(NCC1=CC=C(C=C1)C1=NOC(=N1)C(F)(F)F)=O)C